NC1=NC=CC=C1C1=NC=2C(=NC(=CC2)C2=CC=CC=C2)N1C1=CC=C(C=C1)NC(=O)C1=CC=C(C(=O)OC)C=C1 methyl 4-[[4-[2-(2-amino-3-pyridyl)-5-phenyl-imidazo[4,5-b]pyridin-3-yl]phenyl]carbamoyl]benzoate